ClC=1C=C(C=CC1F)NC(=O)C1=C(N=CN1C)C1CC2CC(CC2C1)=CC(=O)OCC ethyl 2-(5-(5-((3-chloro-4-fluorophenyl)carbamoyl)-1-methyl-1H-imidazol-4-yl)hexahydropentalen-2(1H)-ylidene)acetate